C(C1=CC=C(C(=O)[O-])C=C1)(=O)[O-].[Al+3].C(C1=CC=C(C(=O)[O-])C=C1)(=O)[O-].C(C1=CC=C(C(=O)[O-])C=C1)(=O)[O-].[Al+3] aluminum(III) terephthalate